FC(C(=O)O)(F)F.ClC1=C(C=CC=C1C1=CN=NC=C1)[C@@]1(CC(N(C(N1)=N)[C@@H]1C[C@@H](OCC1)C)=O)C (6S)-6-[2-Chloro-3-(pyridazin-4-yl)phenyl]-2-imino-6-methyl-3-[(2S,4S)-2-methyltetrahydropyran-4-yl]hexahydropyrimidin-4-one trifluoroacetic acid salt